8-(4,4-Difluoro-[1,4']bipiperidinyl-1'-yl)-9-ethyl-6,6-dimethyl-11-oxo-6,11-dihydro-5H-benzo[b]carbazole-3-carbonitrile FC1(CCN(CC1)C1CCN(CC1)C=1C(=CC2=C(C(C=3NC4=CC(=CC=C4C3C2=O)C#N)(C)C)C1)CC)F